iridium (III) bis(phenyl(methyl-d3)pyridine) C1(=CC=CC=C1)C=1C(=NC=CC1)C([2H])([2H])[2H].C1(=CC=CC=C1)C=1C(=NC=CC1)C([2H])([2H])[2H].[Ir+3]